ClC1=CNC2=C(C=CC=C12)N(S(=O)(=O)C=1C=NN(C1)CCOC)CCOC N-(3-Chloro-1H-indol-7-yl)-N,1-bis(2-methoxyethyl)pyrazol-4-sulfonamid